(2-(4-oxo-8-(pyridin-3-yl)-6-(4-(trifluoromethyl)phenyl)pyrido[3,4-d]Pyrimidin-3(4H)-yl)propyl)carbamic acid tert-butyl ester C(C)(C)(C)OC(NCC(C)N1C=NC2=C(C1=O)C=C(N=C2C=2C=NC=CC2)C2=CC=C(C=C2)C(F)(F)F)=O